6-[(3R)-3-(dimethylamino)pyrrolidin-1-yl]-2-methyl-N-{(1R)-1-[2-methyl-3-(trifluoromethyl)phenyl]ethyl}pyrido[3,4-d]pyrimidin-4-amine CN([C@H]1CN(CC1)C1=CC2=C(N=C(N=C2N[C@H](C)C2=C(C(=CC=C2)C(F)(F)F)C)C)C=N1)C